C(C1=CC=CC=C1)N1[C@@H](CC(CC1C)=O)C(=O)OC methyl (2S)-1-benzyl-6-methyl-4-oxopiperidin-2-carboxylate